(5-((R)-1-(3,5-dichloropyridin-4-yl)ethoxy)-6-methoxy-1-(tetrahydro-2H-pyran-2-yl)-1H-indazol-3-yl)-2-(3-(dimethylamino)-3-methylazetidin-1-yl)nicotinonitrile ClC=1C=NC=C(C1[C@@H](C)OC=1C=C2C(=NN(C2=CC1OC)C1OCCCC1)C1=NC(=C(C#N)C=C1)N1CC(C1)(C)N(C)C)Cl